CNN(C1=NC=C(C=C1)\C=C\C1=CC=NC=C1)NC (E)-N,N-dimethylamino-5-(2-(pyridin-4-yl)vinyl)pyridin-2-amine